(4-Chlorophenyl)imidazo[2,1-b][1,3]thiazole-5-carbaldehyde ClC1=CC=C(C=C1)C1=CN2C(S1)=NC=C2C=O